3,3'-Disulfanediylbis(6-fluoroaniline) S(SC=1C=C(N)C(=CC1)F)C=1C=C(N)C(=CC1)F